N-(3-(4-(2,6-dioxo-piperidin-3-yl)benzofuran-2-yl)prop-2-yn-1-yl)-5-(8-(3-ethyl-1-methyl-2-oxo-2,3-dihydro-1H-benzo[d]imidazol-5-yl)isoquinolin-3-yl)picolinamide O=C1NC(CCC1C1=CC=CC2=C1C=C(O2)C#CCNC(C2=NC=C(C=C2)C=2N=CC1=C(C=CC=C1C2)C2=CC1=C(N(C(N1CC)=O)C)C=C2)=O)=O